1-{5-(2-fluorophenyl)-1-[(6-methylpyridin-3-yl)sulfonyl]-1H-pyrrol-3-yl}-N-methylmethanamine FC1=C(C=CC=C1)C1=CC(=CN1S(=O)(=O)C=1C=NC(=CC1)C)CNC